C(CCC)OC(=O)NS(=O)(=O)C=1SC(=CC1C1=CC=C(C=C1)CN1C(=NC=C1)CC)CC(C)C (3-(4-((2-ethyl-1H-imidazol-1-yl)methyl)phenyl)-5-isobutylthiophen-2-yl)sulfonyl-aminoFormic acid butyl ester